2-{[{1-[2-(1,3-Dioxo-1,3-dihydro-isoindol-2-yl)-ethyl]-cyclopropylmethyl}-(5,6,7,8-tetrahydro-quinolin-8-yl)-amino]-methyl}-benzimidazole-1-carboxylic acid O=C1N(C(C2=CC=CC=C12)=O)CCC1(CC1)CN(C1CCCC=2C=CC=NC12)CC1=NC2=C(N1C(=O)O)C=CC=C2